CO[C@H]([C@H](C=O)O)[C@@H](OC)C 5-DEOXY-3,4-DI-O-METHYL-L-ARABINOSE